ammoniomethanol [NH3+]CO